O(C1=CC=CC=C1)C1=CC=C(C=C1)C1=NC=CN2C1=NS(CC2)(=O)=O 9-(4-phenoxyphenyl)-3,4-dihydropyrazino[2,1-c][1,2,4]thiadiazine 2,2-dioxide